tert-butyl 3-(6-(benzyloxy) pyridin-3-yl)-4-oxopiperidine-1-carboxylate C(C1=CC=CC=C1)OC1=CC=C(C=N1)C1CN(CCC1=O)C(=O)OC(C)(C)C